ClC1=CC(=C(C=C1)C1=NC(=CN2C1=NC(=C(C2=O)C)C)N2C[C@H](OCC2)C2=CC(=NC=C2)OC)F 9-(4-chloro-2-fluorophenyl)-7-[(2R)-2-(2-methoxypyridin-4-yl)morpholin-4-yl]-2,3-dimethylpyrazino[1,2-a]pyrimidin-4-one